3-((1-oxo-6-(phenylsulfonyl)phthalazin-2(1H)-yl)methyl)-1-(tetrahydro-2H-pyran-2-yl)-1H-pyrazole-4-carboxylic acid ethyl ester C(C)OC(=O)C=1C(=NN(C1)C1OCCCC1)CN1C(C2=CC=C(C=C2C=N1)S(=O)(=O)C1=CC=CC=C1)=O